COC1=CC(=C(C=C1OC)NC(=O)C=1OC2=CC=C(C=C2C(C1)=O)C)C(NC1=CC=C(C=C1)CCN(CC=1C=C2C=NN(C2=CC1)C)CC=1C=NC=C(C1)OC)=O N-(4,5-Dimethoxy-2-((4-(2-(((5-methoxypyridin-3-yl)methyl)((1-methyl-1H-indazol-5-yl)methyl)amino)ethyl)phenyl)carbamoyl)phenyl)-6-methyl-4-oxo-4H-chromene-2-carboxamide